4,6-dichloro-N-(8-fluoro-1-methyl-2,4-dioxo-3-(2-(trifluoromethyl)benzyl)-1,2,3,4-tetrahydroquinazolin-5-yl)-5-hydroxypicolinamide ClC1=CC(=NC(=C1O)Cl)C(=O)NC1=C2C(N(C(N(C2=C(C=C1)F)C)=O)CC1=C(C=CC=C1)C(F)(F)F)=O